C(C(=C)C)(=O)OC(C)C1=NC2=C(OC13NC1=CC=CC=C1C3(C)C)C=CC3=CC=CC=C32 1-methacryloxyethyl-3,3-dimethylspiro[indoline-2,3'-[3H]naphtho[2,1-b](1,4)oxazine]